COC1=C(C(=CC=2OC3=CC=C(C=C3C(C12)=O)OC)OC)OC 1,2,3,7-Tetramethoxyxanthone